5-ethyl-4-methyl-N-[4-[(2S)-morpholin-2-yl]phenyl]-1H-pyrazole-3-carboxamide, monohydrochloride Cl.C(C)C1=C(C(=NN1)C(=O)NC1=CC=C(C=C1)[C@H]1CNCCO1)C